1-((2R,6R)-4-(3-amino-6-(2-hydroxyphenyl)pyridazin-4-yl)-2,6-dimethylpiperazin-1-yl)ethan-1-one NC=1N=NC(=CC1N1C[C@H](N([C@@H](C1)C)C(C)=O)C)C1=C(C=CC=C1)O